O1CCN(CC1)C1=CC=C(C(=O)C(CC)(N(C)C)CC2=CC=C(C=C2)C)C=C1 (4-morpholinobenzoyl)-1-(4-methylbenzyl)-1-dimethylaminopropane